FC1=C(C(=CC=C1)F)[C@H]1N(CCC1)C=1C(=NC=CN1)C(=O)N[C@H](C)\C=C\S(=O)(=O)C ((S)-2-(2,6-Difluorophenyl)pyrrolidin-1-yl)-N-((R,E)-4-(methylsulfonyl)but-3-en-2-yl)pyrazine-2-carboxamide